1-(4-methoxybutyl)-N1-pentylbenzene-1,4-diamine COCCCCC1(CC=C(C=C1)N)NCCCCC